mono(2-octyl-1-decyl) phosphate P(=O)(OCC(CCCCCCCC)CCCCCCCC)([O-])[O-]